6-Amino-2-fluoro-N,N-dimethyl-3-((1R,2S)-2-propyl-1',2'-dihydrospiro[cyclopropane-1,3'-pyrrolo[2,3-b]pyridin]-5'-yl)benzamide NC1=CC=C(C(=C1C(=O)N(C)C)F)C=1C=C2C(=NC1)NC[C@]21[C@H](C1)CCC